ClC=1C=C2C(=NC(=NC2=C(C1C1=C(C(=CC(=N1)N)C)C(F)(F)F)F)OC[C@H]1N(CCC1)C)N1[C@H](CNCC1)C 6-((S)-6-chloro-8-fluoro-4-((S)-2-methylpiperazin-1-yl)-2-(((S)-1-methylpyrrolidin-2-yl)methoxy)quinazolin-7-yl)-4-methyl-5-(trifluoromethyl)pyridin-2-amine